ClCC(=O)C1C(C1)(F)F 2-chloro-1-(2,2-difluorocyclopropyl)ethan-1-one